C(C)(C)(C)C1N(CC1C=1C=NC(=CC1)N1CC2(C(C2)(F)F)CC1)C(=O)OCC1=CC(=CC=C1)NC=1N=CC2=C(N1)N1C(C(=C2)Br)=NCC1 (3-((6-bromo-8,9-dihydroimidazo[1',2':1,6]pyrido[2,3-d]pyrimidin-2-yl)amino)phenyl)methanol tert-butyl-3-[6-(2,2-difluoro-5-azaspiro[2.4]heptan-5-yl)-3-pyridyl]azetidine-1-carboxylate